FC=1C=C(C=CC1)C=1C=CC2=C(N(N=C2C1)C)C1=CC=C(C=C1)NC(C=C)=O N-(4-(6-(3-fluorophenyl)-2-methyl-2H-indazol-3-yl)phenyl)acrylamide